1-[[4-[[4-[[2-(6-methyl-2-pyridyl)pyrimidin-4-yl]amino]pyrimidin-2-yl]amino]phenyl]methyl]-N-[rac-(3S)-pyrrolidin-3-yl]piperidine-3-carboxamide CC1=CC=CC(=N1)C1=NC=CC(=N1)NC1=NC(=NC=C1)NC1=CC=C(C=C1)CN1CC(CCC1)C(=O)N[C@@H]1CNCC1 |r|